N-(4-(7-oxo-7,8-dihydro-1,8-naphthyridin-4-yl)benzyl)sulfamide O=C1C=CC=2C(=CC=NC2N1)C1=CC=C(CNS(=O)(=O)N)C=C1